(Z)-4-(2-(4-((6-chloro-7-methyl-1H-indol-3-yl)methylene)-2,5-dioxoimidazolidin-1-yl)-2-(3,4-difluorophenyl)acetamido)bicyclo[2.2.2]octan-1-yl dihydrophosphate ClC1=CC=C2C(=CNC2=C1C)\C=C\1/NC(N(C1=O)C(C(=O)NC12CCC(CC1)(CC2)OP(=O)([O-])O)C2=CC(=C(C=C2)F)F)=O